OC(C(=O)N[C@H](CO)[C@H](O)C(CCCCCCCCCCCCCC)O)CCCCCCCCCCCCCCCCCCCCCCCCCCCCCCCC N-(2-hydroxytetratriacontanoyl)-4R-hydroxysphinganine